ClC1=CC2=C(N(C(C(N2C)=O)=O)C2CCN(CC2)C2=NC=C(C=N2)COCC(=O)OC)N=C1 methyl 2-((2-(4-(7-chloro-1-methyl-2,3-dioxo-2,3-dihydropyrido[2,3-b]pyrazin-4(1H)-yl)piperidin-1-yl)pyrimidin-5-yl)methoxy)acetate